fluorochromium oxide [O-2].F[Cr+2]